2-(1-ethylpropyl)-benzothiazole C(C)C(CC)C=1SC2=C(N1)C=CC=C2